S1(=O)(=O)OC2N3CN(C(CC2)C3)O1 1,6-diazabicyclo[3.2.1]octyl-6-yl sulfate